(R)-4-fluoro-2-(1-(3-(4-(hydroxymethyl)pyrimidin-2-yl)imidazo[1,2-b]pyridazin-6-yl)pyrrolidin-2-yl)phenol FC1=CC(=C(C=C1)O)[C@@H]1N(CCC1)C=1C=CC=2N(N1)C(=CN2)C2=NC=CC(=N2)CO